2-bromo-4-chloro-6-((cyclohexyl-(methyl)amino)methyl)aniline hydrochloride Cl.BrC1=C(N)C(=CC(=C1)Cl)CN(C)C1CCCCC1